tert-butyl (S)-(5-methyl-7-((4-methylpentyl)oxy)-4-oxo-2,3,4,5-tetrahydrobenzo[b][1,4]oxazepin-3-yl)carbamate CN1C2=C(OC[C@@H](C1=O)NC(OC(C)(C)C)=O)C=CC(=C2)OCCCC(C)C